C(#N)C1=CC=C(C=C1)C(C)(C)C1=CC(=CC=C1)C(C)(C)C1=CC=C(C=C1)C#N 1,3-bis(2-(4-cyanophenyl)propane-2-yl)benzene